C(C)(C)(C)S(=O)(=O)C=1C(=CC=2N(C1)C(=CN2)C=2C=C(C(=O)OC(C)(C)C)C=C(C2)S(=O)(=O)C)OC tert-butyl 3-(6-(tert-butylsulfonyl)-7-methoxyimidazo[1,2-a]pyridin-3-yl)-5-(methylsulfonyl)benzoate